FC=1C=CC2=C(N=C([Se]2)C2=CC(=C(N)C=C2)C)C1 4-(5-fluorobenzselenazol-2-yl)-2-methylaniline